COC1=C(CN(C(C2=C(C=CC=C2)OC)=O)C2=CC=CC=C2)C(=CC(=C1)OC)C=CC1=CC=C(C=C1)OC N-(2,4-dimethoxy-6-(4-methoxystyryl)benzyl)-2-methoxy-N-phenyl-benzamide